O=C1NC(=NO1)CC1=C2CC(CN(C2=CC=C1)C1=CC=C(C=C1)C(F)(F)F)CNC(C=C)=O N-((5-((5-oxo-4,5-dihydro-1,2,4-oxadiazol-3-yl)methyl)-1-(4-(trifluoromethyl)phenyl)-1,2,3,4-tetrahydroquinolin-3-yl)methyl)acrylamide